OC(C(=O)N1CCN(CC1)C(=O)OC(C)(C)C)C1=CC=C(C=C1)[N+](=O)[O-] tert-butyl 4-[2-hydroxy-2-(4-nitrophenyl)acetyl]piperazine-1-carboxylate